1-(benzo[d][1,2,3]thiadiazol-4-yl)-N-(5-chloro-6-(2H-1,2,3-triazol-2-yl)pyridin-3-yl)-5-(trifluoromethyl)-1H-pyrazole-4-carboxamide S1N=NC2=C1C=CC=C2N2N=CC(=C2C(F)(F)F)C(=O)NC=2C=NC(=C(C2)Cl)N2N=CC=N2